CC(C=C(C=O)CSC)CC 4-methyl-2-(methylthiomethyl)-2-hexenal